CC(C)(CCCCC)O 2-METHYL-2-HYDROXYHEPTANE